1-((1-acryloylazetidin-3-yl)methyl)-7-chloro-6-(2,3-difluoro-6-hydroxyphenyl)-4-(2-isopropyl-6-methylphenyl)-1,4-dihydroquinoxaline-2,3-dione C(C=C)(=O)N1CC(C1)CN1C(C(N(C2=CC(=C(C=C12)Cl)C1=C(C(=CC=C1O)F)F)C1=C(C=CC=C1C)C(C)C)=O)=O